N[C@H](C(=O)O)CCP(=O)(C)O (2S)-2-amino-4-[hydroxy(methyl)phosphinyl]butanoic acid